C1(CCCCC1)NC(=O)C=1C=C(C=CC1F)B(O)O 3-(CYCLOHEXYLCARBAMOYL)-4-FLUOROBENZENEBORONIC ACID